C1(C(CC=CC1)O)O cyclohex-4-en-1,2-diol